5-(1-methyl-1H-benzo[d][1,2,3]triazol-6-yl)-N-(trans-3-(4-methylpiperazin-1-yl)cyclobutyl)pyrrolo[2,1-f][1,2,4]triazin-2-amine CN1N=NC2=C1C=C(C=C2)C=2C=CN1N=C(N=CC12)N[C@@H]1C[C@H](C1)N1CCN(CC1)C